((2,6-dihydroxy-3'-methyl-4-pentyl-[1,1'-biphenyl]-3-yl)sulfonyl)-4-(trifluoromethyl)benzamide OC1=C(C(=CC(=C1S(=O)(=O)C1=C(C(=O)N)C=CC(=C1)C(F)(F)F)CCCCC)O)C1=CC(=CC=C1)C